(R)-8-((3S,5R)-4-acryloyl-3,5-dimethylpiperazin-1-yl)-11-(3-chloro-4-fluorophenyl)-3-(methoxymethoxy)-10-(trifluoromethyl)-3,4-dihydro-2H,6H-[1,4]thiazepino[2,3,4-ij]quinazolin-6-one C(C=C)(=O)N1[C@H](CN(C[C@H]1C)C1=NC(N2C3=C(C(=C(C=C13)C(F)(F)F)C1=CC(=C(C=C1)F)Cl)SC[C@@H](C2)OCOC)=O)C